ClC1=CC2=C(N=CN(C2=O)CC2(CCN(CC2)C(C2=CC=C(C=C2)Cl)=O)O)N1C1=CC=C(C=C1)[C@H]1NC[C@H](OC1)C 6-chloro-3-((1-(4-chlorobenzoyl)-4-hydroxypiperidin-4-yl)methyl)-7-(4-((3r,6r)-6-methylmorpholin-3-yl)phenyl)-3,7-dihydro-4H-pyrrolo[2,3-d]pyrimidin-4-one